2,3,3,3-tetrafluoro-2-trifluoromethylpropionitrile FC(C#N)(C(F)(F)F)C(F)(F)F